N1(C=NC=C1)C=1N=C(N2C1C=CC=C2)C(=O)NC=2C=NC=NC2 1-(1H-imidazol-1-yl)-N-(pyrimidin-5-yl)imidazo[1,5-a]pyridine-3-carboxamide